tert-butyl 3-[[5-amino-7-[isopropoxy(propyl)carbamoyl]-6H-thieno[3,2-b]azepin-2-yl]methyl]azetidine-1-carboxylate NC=1CC(=CC2=C(N1)C=C(S2)CC2CN(C2)C(=O)OC(C)(C)C)C(N(CCC)OC(C)C)=O